FC1=CN=C2N1C=C(C=C2)C2=CNC=1N=C(N=CC12)NCC1(CC1)C(F)(F)F 5-(3-fluoroimidazo[1,2-a]pyridin-6-yl)-N-((1-(trifluoromethyl)cyclopropyl)methyl)-7H-pyrrolo[2,3-d]pyrimidin-2-amine